N1(CCC1)C=1C=C(C#N)C(=CN1)CO 2-(azetidin-1-yl)-5-(hydroxymethyl)isonicotinonitrile